Cl.CN1N=NN=C1SC1=C(C(=O)NC2=CC=C(C=C2)C2CNCCC2)C=C(C=C1)[N+](=O)[O-] 2-[(1-methyl-1H-tetrazol-5-yl)sulfanyl]-5-nitro-N-[4-(piperidin-3-yl)phenyl]benzamide hydrochloride